C1(=CC=CC=C1)C1=NC(=NC(=N1)C1=CC=2C3(C4=CC=CC=C4OC2C=C1)C1=CC=CC=C1C=1C=CC=CC13)C1=C(C=CC(=C1)C#N)C1=CC=CC=C1 (4-phenyl-6-(spiro[fluorene-9,9'-xanthen]-2'-yl)-1,3,5-triazin-2-yl)-[1,1'-biphenyl]-4-carbonitrile